(S)-quinuclidin-3-yl (5-(4-(2,2-difluoroethoxy)phenyl)-2,2-dimethyl-2,3-dihydro-1H-inden-1-yl)carbamat FC(COC1=CC=C(C=C1)C=1C=C2CC(C(C2=CC1)NC(O[C@@H]1CN2CCC1CC2)=O)(C)C)F